2,2-dimethyl-3-oxo-3-(((1-trityl-1H-imidazol-4-yl)methyl)amino)propanoic acid CC(C(=O)O)(C(NCC=1N=CN(C1)C(C1=CC=CC=C1)(C1=CC=CC=C1)C1=CC=CC=C1)=O)C